C1(CC1)OC1=C(C=C(C=C1)C(F)(F)F)C1=NN=C(O1)C(=O)N[C@@H]1C[C@H](N(C1)C(=O)OC(C)(C)C)C tert-Butyl (2R,4R)-4-(5-(2-cyclopropoxy-5-(trifluoromethyl)phenyl)-1,3,4-oxadiazole-2-carboxamido)-2-methylpyrrolidine-1-carboxylate